C1(CC1)S(=O)(=O)N1N=CC(=C1)C1=NC=CC(=N1)NC1=NC=C(C(=C1)NCC1CCC(CC1)NCCF)C1=NN(C=C1)C N2-(2-(1-(Cyclopropylsulfonyl)-1H-pyrazol-4-yl)pyrimidin-4-yl)-N4-((4-((2-fluoroethyl)amino)cyclohexyl)methyl)-5-(1-methyl-1H-pyrazol-3-yl)pyridine-2,4-diamine